C[SiH]1O[Si](O[Si](O[Si](O1)(C)C)(C)C)(C)C Heptamethylcyclotetrasiloxane